4-(4-cyano-1H-imidazol-1-yl)-2-methyl-6-(methylsulfonyl)pyrimidine C(#N)C=1N=CN(C1)C1=NC(=NC(=C1)S(=O)(=O)C)C